COC=1C=C2CCN(CC2=CC1NC1=NC=C(C(=N1)N[C@H]1[C@H](CCC1)CC#C)C(=O)N)C 2-[(6-methoxy-2-methyl-1,2,3,4-tetrahydroisoquinolin-7-yl)amino]-4-{[(1R,2R)-2-(prop-2-yn-1-yl)cyclopentyl]amino}pyrimidine-5-carboxamide